FC1(CN(C[C@H]1OC1=NC=C(C=C1)OC(F)(F)F)C=1C=2N(N=C(C1)C=1C(NC(NC1)=O)=O)C=CN2)F (R)-5-(8-(3,3-difluoro-4-((5-(trifluoromethoxy)pyridin-2-yl)oxy)pyrrolidin-1-yl)imidazo[1,2-b]pyridazin-6-yl)pyrimidine-2,4(1H,3H)-dione